[Si](C)(C)(C(C)(C)C)OC(C[C@H](C1=C(C=CC=C1F)F)N1C[C@@H](N([C@@H](C1)C)C(C(C)C)=O)C(=O)OC)(C)C methyl (2R,6R)-4-((R)-3-((tert-butyldimethylsilyl)oxy)-1-(2,6-difluorophenyl)-3-methylbutyl)-1-isobutyryl-6-methylpiperazine-2-carboxylate